2-(7-bromo-2,3-dihydrobenzofuran-4-yl)acetonitrile BrC1=CC=C(C=2CCOC21)CC#N